N[C@@H]1[C@@H](OCC12CCN(CC2)C2=C(N=C1C(=N2)NN=C1C#CC1=C(C(=NC=C1Cl)N)F)CO)C (6-((3S,4S)-4-amino-3-methyl-2-oxa-8-azaspiro[4.5]decan-8-yl)-3-((2-amino-5-chloro-3-fluoropyridin-4-yl)ethynyl)-1H-pyrazolo[3,4-b]pyrazin-5-yl)methanol